ClC=1N=C(NC1[C@H]1[C@H](CN(CC1)S(=O)(=O)C=1C=NC=NC1)C)C1=NC=C(C=C1)F 5-[[(3R,4R)-4-[4-Chloro-2-(5-fluoro-2-pyridyl)-1H-imidazol-5-yl]-3-methyl-1-piperidyl]sulfonyl]pyrimidine